3-(2-(4-hydroxy-3-(methylsulfonylamino)phenyl)-1-oxo-1,2,3,4-tetrahydroisoquinolin-6-yl)-N-isopropyl-5-(trifluoromethyl)benzamide OC1=C(C=C(C=C1)N1C(C2=CC=C(C=C2CC1)C=1C=C(C(=O)NC(C)C)C=C(C1)C(F)(F)F)=O)NS(=O)(=O)C